FC1=C(C(=CC=C1)F)C=1C=2C=3CCCC4(CC3SC2NC([C@@H](N1)C)=S)OCCO4 (5'S)-3'-(2,6-difluorophenyl)-5'-methyl-spiro[1,3-dioxolane-2,12'-9-thia-4,7-diazatricyclo[8.5.0.02,8]pentadecan-1(10),2(8),3-triene]-6'-thione